Cl.CC(C[C@H](N)C(=O)N[C@@H](C[C@H]1C(NCC1)=O)C(=O)N)(C)C 4-methyl-L-leucyl-3-[(3S)-2-oxopyrrolidin-3-yl]-L-alaninamide, hydrochloride